C1COC(C)(CC)O1 butanone ethylene ketal